O1[C@H](C1)COC1=CC=NC2=CC(=CC=C12)C1=CC=NN1C1OCCCC1 4-(((R)-oxiran-2-yl)methoxy)-7-(1-(tetrahydro-2H-pyran-2-yl)-1H-pyrazol-5-yl)quinoline